3,4-dicarboxy-1,2,3,4-tetrahydro-1-naphthalenesuccinic acid C(=O)(O)C1CC(C2=CC=CC=C2C1C(=O)O)C(CC(=O)O)C(=O)O